N1CC(C1)NC=1C(=C2[C@@](CN(C(C2=CN1)=O)C1=NN(C=C1F)C)(C)C1=C(C(=CC=C1)Cl)F)F (4R)-6-[(azetidin-3-yl)amino]-4-(3-chloro-2-fluorophenyl)-5-fluoro-2-(4-fluoro-1-methyl-1H-pyrazol-3-yl)-4-methyl-3,4-dihydro-2,7-naphthyridin-1(2H)-one